bromo-5-fluoro-4-(2-hydroxypropan-2-yl)benzamide BrC1=C(C(=O)N)C=C(C(=C1)C(C)(C)O)F